5-bromo-1-[(4-methylphenyl)dioxy-λ6-sulfanyl]-3-(2-methylpyrazol-3-yl)pyrrolo[2,3-b]pyrrolidone BrC1C(C2=C(N1)N(C=C2C=2N(N=CC2)C)[SH4]OOC2=CC=C(C=C2)C)=O